2-(((s)-1,1,1-trifluoropropan-2-yl)amino)benzoic acid FC([C@H](C)NC1=C(C(=O)O)C=CC=C1)(F)F